(S)-3-((S)-sec-butyl)-6-fluoro-2-oxo-1,2,3,5-tetrahydro-4H-benzo[e][1,4]diazepine-4-carboxamide [C@H](C)(CC)[C@@H]1N(CC2=C(NC1=O)C=CC=C2F)C(=O)N